O=S1(CCN(CC1)C=O)=O (1,1-dioxidothio-morpholino)methanone